NC1CN(CCC1)C1=CC=CC(=N1)NC(C1=C(N=C(C=C1)NC(CO)(C)C)N1CCC2(CC2)CC1)=O N-(6-(3-aminopiperidin-1-yl)pyridin-2-yl)-6-((1-hydroxy-2-methylpropan-2-yl)amino)-2-(6-azaspiro[2.5]octan-6-yl)nicotinamide